C1(=CCC(C=C1)(S)S)C1=CC=CC=C1 biphenyl-4,4-dithiol